4-((2S,5R)-4-acryloyl-2,5-dimethylpiperazin-1-yl)-7-(2-amino-6-fluorophenyl)-6-chloro-1-(4,6-diisopropylpyrimidin-5-yl)pyrido[2,3-d]Pyrimidin-2(1H)-one C(C=C)(=O)N1C[C@@H](N(C[C@H]1C)C=1C2=C(N(C(N1)=O)C=1C(=NC=NC1C(C)C)C(C)C)N=C(C(=C2)Cl)C2=C(C=CC=C2F)N)C